2-Chloro-5-{[(2,2-dimethylpropanoyl)amino]methyl}benzoic acid ClC1=C(C(=O)O)C=C(C=C1)CNC(C(C)(C)C)=O